2-({2-[(morpholin-4-yl)methyl]quinazolin-4-yl}sulfanyl)-N-[3-(trifluoromethyl)phenyl]propanamide N1(CCOCC1)CC1=NC2=CC=CC=C2C(=N1)SC(C(=O)NC1=CC(=CC=C1)C(F)(F)F)C